(Z)- or (E)-4-heptenoic acid C(CCC=CCC)(=O)O